5-chloro-2-(4-methylthiazol-5-yl)-4-[1-(pyridazine-4-carbonyl)-4-piperidinyl]-1H-pyrimidin-6-one ClC1=C(N=C(NC1=O)C1=C(N=CS1)C)C1CCN(CC1)C(=O)C1=CN=NC=C1